COC(=O)C1=CC2=C(OCC(N2C)=O)C(=C1Br)F 7-bromo-8-fluoro-4-methyl-3-oxo-3,4-dihydro-2H-benzo[b][1,4]oxazine-6-carboxylic acid methyl ester